butylimino-tri(pyrrolidino)phosphorane C(CCC)N=P(N1CCCC1)(N1CCCC1)N1CCCC1